(R)-2-((1-(9-methyl-5-(piperidin-1-yl)-2-(pyrazin-2-yl)-[1,2,4]triazolo[1,5-c]quinazolin-7-yl)ethyl)amino)benzoic acid CC1=CC=2C=3N(C(=NC2C(=C1)[C@@H](C)NC1=C(C(=O)O)C=CC=C1)N1CCCCC1)N=C(N3)C3=NC=CN=C3